5-(3-hydroxy-4-methylisoquinolin-8-yl)-1,3-dimethyl-1,3-dihydro-2H-benzo[d]imidazol-2-one OC=1N=CC2=C(C=CC=C2C1C)C1=CC2=C(N(C(N2C)=O)C)C=C1